1-(6Z,9Z,12Z,15Z-octadecatetraenoyl)-2-(9Z,12Z,15Z-octadecatrienoyl)-glycero-3-phosphoserine CC/C=C\C/C=C\C/C=C\CCCCCCCC(=O)O[C@H](COC(=O)CCCC/C=C\C/C=C\C/C=C\C/C=C\CC)COP(=O)(O)OC[C@@H](C(=O)O)N